P(OCCC[Si](OC)(OC)OC)([O-])=O 3-trimethoxysilylpropyl phosphonate